(3R,4S)-4-amino-3-hydroxytetrahydropyran N[C@@H]1[C@H](COCC1)O